N-{[3-(8-{[(3S,4R)-3-fluoro-1-methylpiperidin-4-yl]amino}-3-[(trifluoromethyl)sulfanyl]indolizin-2-yl)-1,2,4-oxadiazol-5-yl]methyl}-2-oxo-1,3-dihydroindole-6-carboxamide F[C@H]1CN(CC[C@H]1NC1=CC=CN2C(=C(C=C12)C1=NOC(=N1)CNC(=O)C1=CC=C2CC(NC2=C1)=O)SC(F)(F)F)C